C([O-])([O-])=O.[Cs+].NC1=NC(=C(C=2C1=NN(N2)CC2=NC=CC=C2F)C2=CC=NC=C2)C=2C=C(C#N)C=CC2.[Cs+] 3-(4-amino-2-((3-fluoropyridin-2-yl)methyl)-7-(pyridin-4-yl)-2H-[1,2,3]triazolo[4,5-c]pyridin-6-yl)benzonitrile Cesium carbonate